FC=1C(=NC(=NC1)NC=1C=NN(C1)CCOC)OCC1CCC(CC1)O 4-(((5-fluoro-2-((1-(2-methoxyethyl)-1H-pyrazol-4-yl)amino)pyrimidin-4-yl)oxy)methyl)cyclohexan-1-ol